propyl-N,N,N-trimethyl-ammonium methylsulfate COS(=O)(=O)[O-].C(CC)[N+](C)(C)C